(6aR)-4-chloro-3-(2-chloro-6-methoxyphenyl)-1-[(trimethylsilyl)ethynyl]-6a,7,9,10-tetrahydro-12H-pyrazino[2,1-c]pyrido[3,4-f][1,4]oxazepine-8(6H)-carboxylic acid tert-butyl ester C(C)(C)(C)OC(=O)N1C[C@@H]2COC3=C(CN2CC1)C(=NC(=C3Cl)C3=C(C=CC=C3OC)Cl)C#C[Si](C)(C)C